8-chloro-N-[1-[3-(1,2,4-thiadiazol-3-yl)pyrazin-2-yl]ethyl]-6-(trifluoromethyl)quinazolin-4-amine ClC=1C=C(C=C2C(=NC=NC12)NC(C)C1=NC=CN=C1C1=NSC=N1)C(F)(F)F